FC1=CC=CC2=C1SC=C2C=O 7-fluorobenzo[b]thiophene-3-carbaldehyde